FC(CCCC(=O)O)(C1=CC=C(C=C1)F)F δ,δ,4-trifluoro-benzenepentanoic acid